tert-butyl 9-(methylamino)-3-azaspiro[5.5]undecane-3-carboxylate CNC1CCC2(CCN(CC2)C(=O)OC(C)(C)C)CC1